C1(CC1)N1N=CC(=C1)C=1C(=CC(=C(C1)NC(=O)C=1C=NN2C1C=CC=C2)C)F N-[5-(1-Cyclopropylpyrazol-4-yl)-4-fluoro-2-methylphenyl]pyrazolo[1,5-a]pyridine-3-carboxamide